5,7,4'-trihydroxy-8-methyl-dihydroflavone OC1=C2C(CC(OC2=C(C(=C1)O)C)C1=CC=C(C=C1)O)=O